FC(C1=CC=C(C=C1)S(=O)(=O)N[C@H]1COC2(C1)CCN(CC2)C(=O)OC(C)(C)C)(F)F tert-Butyl (R)-3-((4-(trifluoromethyl)phenyl)sulfonamido)-1-oxa-8-azaspiro[4.5]decane-8-carboxylate